3-(14-(ethylamino)-14-oxotetradecanamido)propanoic acid C(C)NC(CCCCCCCCCCCCC(=O)NCCC(=O)O)=O